O([Si](C)(C)C(C)(C)C)C1=CC=C(C=C1)B(O)O 4-(tert-butyldimethylsiloxy)phenylboronic acid